4-(Azidomethyl)-1-(4-((2,3-dihydrobenzofuran-5-yl)oxy)-3-isopropylbenzyl)piperidine N(=[N+]=[N-])CC1CCN(CC1)CC1=CC(=C(C=C1)OC=1C=CC2=C(CCO2)C1)C(C)C